CN(CCNC(=O)C=1C=CNC1C1=C(C=CC=C1)[N+](=O)[O-])C N-(2-(dimethylamino)ethyl)-5-(2-nitrophenyl)Azole-4-carboxamide